dimethyl-2,2'-azobisisobutyric acid CC(C(C(=O)O)(C)N=NC(C(=O)O)(C)C)C